N=1NC=C2C=CC(=CC12)C(=O)O 2H-indazole-6-carboxylic acid